NC1=CC(=C(C(=O)O)C=C1N)OC 4,5-diamino-2-methoxybenzoic acid